C(C)C(CC)OF perfluoro ethyl-propyl ether